(R,Z)-N-(2-(1,3-dioxolan-2-yl)-1-phenylethyl)-4-(trifluoromethyl)benzimidoyl cyanide O1C(OCC1)C[C@H](C1=CC=CC=C1)\N=C(\C1=CC=C(C=C1)C(F)(F)F)/C#N